FC=1C(=NC(=CC1)F)[C@@H]1N(CCC1)C1=NC=2N(C=C1)N=CC2N2N=CC(=C2)C=2C=NC(=CC2)OC (R)-5-(2-(3,6-difluoropyridin-2-yl)pyrrolidin-1-yl)-3-(4-(6-methoxypyridin-3-yl)-1H-pyrazol-1-yl)pyrazolo[1,5-a]pyrimidine